(7S,8S)-7-[(5R)-5H-imidazo[4,3-a]isoindol-5-yl]-5,6,7,8-tetrahydroisoquinolin-8-ol C=1N=CN2C1C1=CC=CC=C1[C@H]2[C@@H]2CCC=1C=CN=CC1[C@H]2O